5-hydroxy-2,3-dihydro-1H-inden-1-one OC=1C=C2CCC(C2=CC1)=O